ClC=1C(=C2C=NNC2=C(C1F)NC(C)C)C=1N=CC=2N(C1)C=C(N2)N(C(C)=O)C N-(6-(5-chloro-6-fluoro-7-(isopropylamino)-1H-indazol-4-yl)imidazo[1,2-a]pyrazin-2-yl)-N-methylacetamide